C1[C@@H]([C@H](O[C@H]1N2C3=NC=NC(=C3NC2=O)N)COP(=O)([O-])OP(=O)([O-])[O-])O The molecule is an organophosphate oxoanion obtained by deprotonation of the diphosphate OH groups of 8-oxo-dADP. It is a conjugate base of an 8-oxo-dADP.